FC1=C(C(=CC=C1)F)C1=CC(=C(C=N1)C(=O)[O-])NC1=NC=C(C=C1)N1CCOCC1 6-(2,6-difluorophenyl)-4-(5-morpholinopyridin-2-yl)aminopyridine-3-carboxylate